N-(5-(5-(((1r,4r)-4-hydroxy-4-(trifluoromethyl)cyclohexyl)oxy)-2-methylpyridin-4-yl)pyrazolo[1,5-a]pyridin-2-yl)cyclopropanecarboxamide OC1(CCC(CC1)OC=1C(=CC(=NC1)C)C1=CC=2N(C=C1)N=C(C2)NC(=O)C2CC2)C(F)(F)F